(7S)-2-chloro-7-(1-methoxycyclopropyl)-4,8-dimethyl-7,8-dihydropteridin-6(5H)-one ClC1=NC=2N([C@H](C(NC2C(=N1)C)=O)C1(CC1)OC)C